CC1=C(N=C(O1)C1=CC=CC=C1)CC(=O)O 2-(5-methyl-2-phenyloxazol-4-yl)acetic acid